CC(C(=O)O)CCCCCC\C=C/CCCCCCCC.COC(CCCCCCC\C=C/CCCCCCCC)=O Cis-9-octadecenoic acid methyl ester (methyl oleate)